1-((3-fluoropiperidin-4-yl)methyl)-3-(4-(methoxymethyl)benzyl)-1-methylurea FC1CNCCC1CN(C(=O)NCC1=CC=C(C=C1)COC)C